4,5,6,7-tetrahydro-5-(2-pyridinyl)-thiazolo[5,4-c]pyridin-2-amine N1=C(C=CC=C1)N1CC2=C(CC1)N=C(S2)N